2-hydroxynaphthonitrile OC1=C(C2=CC=CC=C2C=C1)C#N